(R)-tert-butyl-methyl(piperidin-3-yl)carbamate C(C)(C)(C)OC(N([C@H]1CNCCC1)C)=O